(S)-N-((4-([1,2,4]triazolo[1,5-a]pyridin-6-yl)-5-(6-methylpyridin-2-yl)-1H-imidazol-2-yl)methyl)-2-aminopropionamide N=1C=NN2C1C=CC(=C2)C=2N=C(NC2C2=NC(=CC=C2)C)CNC([C@H](C)N)=O